4,4-dicyano-5-(2-thienyl)-3-phenyl-pyrrolidine-2-carboxylic acid methyl ester COC(=O)C1NC(C(C1C1=CC=CC=C1)(C#N)C#N)C=1SC=CC1